4-((6-((5-(5-aminobenzo[d]oxazol-2-yl)-8-(methylamino)-2,7-naphthyridin-3-yl)amino)pyridin-2-yl)oxy)butanoic acid NC=1C=CC2=C(N=C(O2)C2=C3C=C(N=CC3=C(N=C2)NC)NC2=CC=CC(=N2)OCCCC(=O)O)C1